(5-(3-fluoropyrazolo[1,5-a]pyridin-7-yl)pyridin-2-yl)cyclopentane-1,3-diamine FC=1C=NN2C1C=CC=C2C=2C=CC(=NC2)C2(CC(CC2)N)N